C1(CCCCCCC1)C(NC(=O)C=1N(N=CC1)CC)C1=NC2=C(N1)C=CC(=C2F)C2=C(C=CC=C2)S(=O)(=O)C N-(Cyclooctyl{4-fluoro-5-[2-(methylsulfonyl)phenyl]-1H-benzimidazol-2-yl}methyl)-2-ethylpyrazole-3-carboxamide